N-(1'-(2-(2-methoxyethoxy)-6-methylpyrimidin-4-yl)-1',2'-dihydrospiro[cyclopropane-1,3'-pyrrolo[3,2-c]pyridin]-6'-yl)acetamide COCCOC1=NC(=CC(=N1)N1CC2(C=3C=NC(=CC31)NC(C)=O)CC2)C